C(#N)C1=NC2=CC(=CC(=C2N=C1N1C2CN(CC1C2)C2=CC=C(C=C2)C#N)[C@@H](C)NC2=C(C(=O)O)C=CC=C2)C 2-(((1R)-1-(2-cyano-3-(3-(4-cyano-phenyl)-3,6-diazabicyclo[3.1.1]-heptan-6-yl)-7-methylquinoxalin-5-yl)ethyl)amino)benzoic acid